1-(3-chloro-2-fluoropyridin-4-yl)ethyl (1-methyl-4-(6-methyl-5-(methylsulfonamido) pyridin-2-yl)-1H-1,2,3-triazol-5-yl)carbamate CN1N=NC(=C1NC(OC(C)C1=C(C(=NC=C1)F)Cl)=O)C1=NC(=C(C=C1)NS(=O)(=O)C)C